NCCC(=O)OC methyl 3-aminopropanoate